4-(2-((1-((dimethylamino)methylene)cyclopropyl)methoxy)-8-fluoro-7-(8-fluoro-3-hydroxynaphthalene-1-yl)-5-(propynyl)pyrido[4,3-d]pyrimidin-4-yl)-6-methyl-1,4-oxazepan-6-ol CN(C)C=C1C(C1)COC=1N=C(C2=C(N1)C(=C(N=C2C#CC)C2=CC(=CC1=CC=CC(=C21)F)O)F)N2CCOCC(C2)(O)C